1-(4-(4-bromobutoxy)phenyl)-3-(2-tolyl)-2-propen-1-one BrCCCCOC1=CC=C(C=C1)C(C=CC1=C(C=CC=C1)C)=O